NC1=NN=CN1C1=CC(=NC=N1)N(CC1=CC=C(C=C1)OC)CC1=CC=C(C=C1)OC 6-(3-amino-4H-1,2,4-triazol-4-yl)-N,N-bis(4-methoxybenzyl)pyrimidin-4-amine